1-(3-chloro-3'-(2-(3,4-dihydroquinoxalin-1(2H)-yl)pyridin-4-yl)-5'-fluoro-2'-hydroxy-[1,1'-biphenyl]-4-yl)-3-methyl-1H-imidazol-2(3H)-one ClC=1C=C(C=CC1N1C(N(C=C1)C)=O)C1=C(C(=CC(=C1)F)C1=CC(=NC=C1)N1CCNC2=CC=CC=C12)O